ClC1=C(C=CC(=C1)Cl)[C@@H](C)N1N=C(C=2C1=NC(=CN2)N2CC(C2)[C@@H]2CN(CCC2)C2CCOCC2)C#N 1-((R)-1-(2,4-dichlorophenyl)ethyl)-6-(3-((R)-1-(tetrahydro-2H-pyran-4-yl)piperidin-3-yl)azetidin-1-yl)-1H-pyrazolo[3,4-b]pyrazine-3-carbonitrile